CN(C(OC(C)(C)C)=O)C[C@@H]1CCOC2=C(C=CC=C12)C1=NC=CN=C1 (R)-tert-butyl methyl((8-(pyrazin-2-yl)chroman-4-yl)methyl)carbamate